FC1=C(C=CC=2N=COC21)C=2C=C1C(=NC2)N(N=C1NC(C(C)(C)C)=O)CC(C)C N-(5-(7-fluorobenzo[d]oxazol-6-yl)-1-isobutyl-1H-pyrazolo[3,4-b]pyridin-3-yl)pivalamide